1,6,8-Naphthalenetricarboxylic acid C1(=CC=CC2=CC(=CC(=C12)C(=O)O)C(=O)O)C(=O)O